C(C=C)(=O)OCCCCNCCC[Si](OC)(OC)OC 2-propenoic acid, 4-[[3-(trimethoxysilyl)propyl]amino]butyl ester